3-(3,5-Ditert-butyl-4-hydroxyphenyl)-N'-[3-(3,5-ditert-butyl-4-hydroxyphenyl)propanoyl]propane-hydrazide C(C)(C)(C)C=1C=C(C=C(C1O)C(C)(C)C)CCC(=O)NNC(CCC1=CC(=C(C(=C1)C(C)(C)C)O)C(C)(C)C)=O